C1(CCCC1)C1=C(CNC2CC2)C=C(C=C1)F N-(2-cyclopentyl-5-fluorobenzyl)-N-cyclopropylamine